C(C1=CC=CC=C1)OC1(C2=NN=C(C=3C(=CC(=C(NC(CCC=CC1=O)(C)C)N3)C(F)(F)F)[N+](=O)[O-])O2)C(F)(F)F 6-benzyloxy-12,12-dimethyl-17-nitro-6,15-bis(trifluoromethyl)-19-oxa-3,4,13,18-tetrazatricyclo[12.3.1.12,5]nonadeca-1(18),2,4,8,14,16-hexaen-7-one